N1C(CCCCC1)COC1=NC(=C(C=2N=C(N=C(C21)O)SC)F)Cl 5-(azepan-2-ylmethoxy)-7-chloro-8-fluoro-2-(methylthio)pyrido[4,3-d]pyrimidin-4-ol